C(CCC)[Sn](/C=C/CCCO)(CCCC)CCCC (4E)-5-(tri-n-butylstannyl)-4-penten-1-ol